FCCN1C(=CC2=C(C=CC=C12)NC1CCC(CC1)N1CCOCC1)C#CCNC1=C(C=C(C(=O)NC)C=C1)OC 4-({3-[1-(2-fluoro-ethyl)-4-{[(1R,4R)-4-(morpholin-4-yl)cyclohexyl]amino}-1H-indol-2-yl]prop-2-yn-1-yl}amino)-3-methoxy-N-methylbenzamide